BrC=1C=C(OC2CCC(CC2)/C=C/C(=O)OCC)C=CC1 ethyl (E)-3-((1r,4r)-4-(3-bromophenoxy)cyclohexyl)acrylate